BrC=1C(=CC2=C(C3=C(O2)C=CC(=C3)S(=O)(=O)N[C@@H](C(=O)O)C(C)C)C1)NC(=O)OC (R)-2-(8-bromo-7-(methoxycarbonylamino)dibenzo[b,d]furan-2-sulfonamido)-3-methyl-butanoic acid